C(C)(C)(C)C=1C=C(C=CC1)[C@@H](CC1=NC2=CC=CC=C2C=C1)NC(C)=O (R)-N-(1-(3-(tert-butyl)phenyl)-2-(quinolin-2-yl)ethyl)acetamide